N1=CC=C2C=CC3=CC=NC4=CC=C1C2=C34 1,8-Diazapyren